FC(OC1=NC=CC=C1C1(CC(C1)O)O)(F)F (1r,3r)-1-(2-(trifluoromethoxy)pyridin-3-yl)cyclobutane-1,3-diol